FC(C(=O)O)(F)F.C1(CCCCC1)NC1C2=C(C=3N(CC1)N=NC3C)C=CC(=C2)C=2C=NN(C2)C N-cyclohexyl-1-methyl-9-(1-methyl-1H-pyrazol-4-yl)-6,7-dihydro-5H-benzo[c][1,2,3]triazolo[1,5-a]-azepin-7-amine 2,2,2-trifluoroacetate